ClC=1C2=C(N=CN1)CNCC2 4-chloro-5,6,7,8-tetrahydropyrido[3,4-d]pyrimidine